2-(2-(((1r,4r)-4-(((4-chloro-phenyl)(phenyl)carbamoyl-oxy)methyl)cyclohexyl)methoxy)acetamido)acetic acid ClC1=CC=C(C=C1)N(C(=O)OCC1CCC(CC1)COCC(=O)NCC(=O)O)C1=CC=CC=C1